BrC=1C=CC2=C(NC=3N(CC2)N=C(C3C(=O)N)C3=CC=C(C=C3)OC3=CC=CC=C3)C1 6-bromo-2-(4-phenoxyphenyl)-9,10-dihydro-4H-benzo[d]pyrazolo[1,5-a][1,3]diazepine-3-carboxamide